(±)-tert-butyl (1S,2R,3R,5R)-2-fluoro-3-((6-(2-(methoxymethoxy)-4-(1-methyl-1H-pyrazol-4-yl)phenyl)-1,2,4-triazin-3-yl)(methyl)amino)-9-azabicyclo[3.3.1]nonane-9-carboxylate F[C@H]1[C@@H]2CCC[C@H](C[C@H]1N(C)C=1N=NC(=CN1)C1=C(C=C(C=C1)C=1C=NN(C1)C)OCOC)N2C(=O)OC(C)(C)C |r|